2-amino-6-cyano-6-cyclopentyl-7-oxo-4,5,6,7-tetrahydro-1-benzothiophene-3-carboxylic acid NC=1SC2=C(C1C(=O)O)CCC(C2=O)(C2CCCC2)C#N